C(C1=CC=CC=C1)OC(=O)[C@@H]1CC[C@H]2N1C([C@H](CN(CC2)C(C)=O)NC(=O)OC(C)(C)C)=O (5S,8S,10aR)-3-acetyl-5-((tert-Butoxycarbonyl)amino)-6-oxodecahydropyrrolo[1,2-a][1,5]diazocine-8-carboxylic acid benzyl ester